ClC1=CC=C(C=C1)CC#N 4-Chlorophenylacetonitril